[Si](C)(C)(C(C)(C)C)OCC=1C=NNC1 4-({[tert-butyl(dimethyl)silyl]oxy}methyl)-1H-pyrazole